Cl.N[C@]1(CN(C[C@@H]1CCCB(O)O)C(C1=CC=C(C=C1)F)=O)C(=O)O |r| racemic-(3R,4S)-3-amino-4-[3-(dihydroxyboryl)propyl]-1-(4-fluorobenzoyl)pyrrolidine-3-carboxylic acid hydrochloride